4-(1-methyl-4-bromo-1H-pyrazole-yl)-N-((3S,4S)-(3,4-difluorophenyl)piperidin-3-yl)-2-fluorobenzamide CN1N=C(C(=C1)Br)C1=CC(=C(C(=O)N[C@@H]2CN(CCC2)C2=CC(=C(C=C2)F)F)C=C1)F